C12C(C3CC(CC(C1)C3)C2)=O tricyclo[3.3.1.13,7]decanone